(S)-α-methylbenzyl carbamate C(N)(O[C@H](C1=CC=CC=C1)C)=O